Cl.C(C)OC1=C(C=C(C=C1)NC(=O)C1CNCC1)C(NCC1=CC(=CC=C1)C=1SC=CN1)=O N-(4-ethoxy-3-((3-(thiazol-2-yl)benzyl)carbamoyl)phenyl)pyrrolidine-3-carboxamide hydrochloride